[Na].[Na].[Na].SC1=NC(=NC(=N1)S)S trismercapto-s-triazine trisodium salt